2-((1R,4R)-5-(5-(4-(N-((1r,4R)-4-(quinazolin-2-ylamino)cyclohexyl)acetamido)phenyl)pyridin-2-yl)-2,5-diazabicyclo[2.2.1]hept-2-yl)acetic acid N1=C(N=CC2=CC=CC=C12)NC1CCC(CC1)N(C(C)=O)C1=CC=C(C=C1)C=1C=CC(=NC1)N1[C@H]2CN([C@@H](C1)C2)CC(=O)O